8-((3-bromo-6-(4-cyclopropyl-6-methoxypyrimidin-5-yl)-1H-pyrazolo[3,4-d]pyrimidin-1-yl)methyl)-2-(trifluoromethyl)-5,6-dihydroimidazo[2,1-a]isoquinoline BrC1=NN(C2=NC(=NC=C21)C=2C(=NC=NC2OC)C2CC2)CC=2C=C1CCN3C(C1=CC2)=NC(=C3)C(F)(F)F